NC=C(C(=O)OCC)C(=O)OCC diethyl (aminomethylene)malonate